methyl 2-(difluoromethoxy)pyridine-4-carboxylate FC(OC1=NC=CC(=C1)C(=O)OC)F